6-(azetidin-1-yl)-4-fluoro-1-benzofuran-2-carboxamide N1(CCC1)C1=CC2=C(C=C(O2)C(=O)N)C(=C1)F